Br.BrCC(CC1=C(C=NC=C1)F)=O 1-bromo-3-(3-fluoropyridin-4-yl)propan-2-one hydrobromide